CSCCC(=O)O 3-Methylsulfanylpropanoic acid